ClC1=C2N=C(NC2=NC=N1)\C=C\C1=CC(=C(C=C1)OC)OC (E)-6-chloro-8-(3,4-dimethoxystyryl)-9H-purine